CC1=CC(=CC(=C1)P(C2=C(C3=CC=CC=C3C=C2)C4=C(C=CC5=CC=CC=C54)P(C6=CC(=CC(=C6)C)C)C7=CC(=CC(=C7)C)C)C8=CC(=CC(=C8)C)C)C (R)-(+)-2,2'-bis[bis(3,5-dimethylphenyl)phosphino]-1,1'-binaphthyl